1,1,1,2,2,3,3,4,4,5,5,6,6,9,9,10,10,11,11,12,12,13,13,14,14,14-hexacosafluoro-7-tetradecene FC(C(C(C(C(C(C=CC(C(C(C(C(C(F)(F)F)(F)F)(F)F)(F)F)(F)F)(F)F)(F)F)(F)F)(F)F)(F)F)(F)F)(F)F